tert-butyl 2-(6-{5-bromo-2-[(oxan-4-yl)amino]pyrimidin-4-yl}-1-oxo-2,3-dihydro-1H-isoindol-2-yl)acetate BrC=1C(=NC(=NC1)NC1CCOCC1)C1=CC=C2CN(C(C2=C1)=O)CC(=O)OC(C)(C)C